(1R,3S)-3-(3-(2-(2-formyl-3-hydroxy-5-methoxyphenoxy)acetamido)-1H-pyrazol-5-yl)cyclopentyl 2,3-diazabicyclo[2.2.1]heptane-2-carboxylate C12N(NC(CC1)C2)C(=O)O[C@H]2C[C@H](CC2)C2=CC(=NN2)NC(COC2=C(C(=CC(=C2)OC)O)C=O)=O